3,6-dimethoxyphthalonitrile COC1=C(C(C#N)=C(C=C1)OC)C#N